CSN1N=CC2=CC=CC=C12 (methylthio)-1H-indazol